ClC1=C(C=CC(=C1)Cl)N1N=C(CC1(C)C(=O)OCC)C(=O)O 1-(2,4-dichlorophenyl)-5-(ethoxycarbonyl)-5-methyl-4,5-dihydro-1H-pyrazole-3-carboxylic acid